bis(5-dimethylaminocarbonyloxy-4-fluoro-2-methylphenyl) trisulfide CN(C(=O)OC=1C(=CC(=C(C1)SSSC1=C(C=C(C(=C1)OC(=O)N(C)C)F)C)C)F)C